CN1N=CC(=C1)C=1N=C(C=2N(C1)N=CC2)C2CN(CCC2)C(C=C)=O 1-[3-[6-(1-methylpyrazol-4-yl)pyrazolo[1,5-a]pyrazin-4-yl]-1-piperidyl]prop-2-en-1-one